di-PHENYLACETYLENE C1(=CC=CC=C1)C#CC1=CC=CC=C1